1-(4-methyl-7-((6-(trifluoromethyl)pyridin-3-yl)oxy)-3,4-dihydroisoquinolin-2(1H)-yl)prop-2-en-1-one CC1CN(CC2=CC(=CC=C12)OC=1C=NC(=CC1)C(F)(F)F)C(C=C)=O